C1=CC=CC=2C3=CC=CC=C3N(C12)C=1C=C(C=CC1)C=1C=C2C(=NC1)OC1=NC=CC=C12 3-[3-(9H-carbazol-9-yl)phenyl]furo[2,3-b:5,4-b']dipyridine